(E)-6-bromo-4-methyl-hex-4-enoic acid methyl ester COC(CC\C(=C\CBr)\C)=O